ClC=1N=C(C2=C(N1)C(=C(S2)C)C2=CC=NN2C)N2[C@@H](COCC2)C (R)-4-(2-Chloro-6-methyl-7-(1-methyl-1H-pyrazol-5-yl)thieno[3,2-d]pyrimidin-4-yl)-3-methyl-morpholine